(1S,3S)-3-((6-(5-chloro-3-((((4-fluorobutoxy)carbonyl)(methyl)amino)methyl)thiophen-2-yl)-2-methylpyridin-3-yl)oxy)cyclohexane-1-carboxylic acid ClC1=CC(=C(S1)C1=CC=C(C(=N1)C)O[C@@H]1C[C@H](CCC1)C(=O)O)CN(C)C(=O)OCCCCF